O1C=NC(=C1)CC1=NC=CC=C1 (1,3-oxazol-4-ylmethyl)pyridin